(R)-2,4-dimethyl-3-(2-(2-methylpyrimidin-5-yl)-4-(trifluoromethyl)-1H-pyrrolo[2,3-b]pyridin-5-yl)phenol CC1=C(C=CC(=C1C=1C(=C2C(=NC1)NC(=C2)C=2C=NC(=NC2)C)C(F)(F)F)C)O